indoline-1,3-dicarboxylic acid 1-(tert-butyl) ester 3-methyl ester COC(=O)C1CN(C2=CC=CC=C12)C(=O)OC(C)(C)C